C(C)(=O)C1=CC(=C(C(=O)OC(C)(C)C)C=C1)Br tert-butyl 4-acetyl-2-bromo-benzoate